N[C@@H](CCCCN)C(=O)[O-].[Ca+2].O=C1C=CC(=NN1C1=CC=CC=C1)C(=O)N[C@H](C)C1=CC(=CC=C1)C(F)(F)F.N[C@@H](CCCCN)C(=O)[O-] 6-oxo-1-phenyl-N-[(1R)-1-[3-(trifluoromethyl)phenyl]ethyl]pyridazine-3-carboxamide calcium L-lysinate salt